C1(=CC=CC=C1)C1=NC(=NC(=N1)C1=CC=CC=C1)C=1C(=C(C(=NC1C1=CC=2N(C3=CC=CC=C3C2C=C1)C1=CC=CC=C1)C1=CC=2N(C3=CC=CC=C3C2C=C1)C1=CC=CC=C1)C1=CC=2N(C3=CC=CC=C3C2C=C1)C1=CC=CC=C1)C1=CC=2N(C3=CC=CC=C3C2C=C1)C1=CC=CC=C1 2,2',2'',2'''-(5-(4,6-diphenyl-1,3,5-triazin-2-yl)pyridine-2,3,4,6-tetrayl)tetrakis(9-phenyl-9H-carbazole)